O(C1=CC=CC=C1)CCCC(=O)NCC(=O)N1C(CC(C1)OC=1C=C(C=CC1)C)C(=O)N 1-((4-phenoxybutyryl)-glycyl)-4-(m-tolyloxy)pyrrolidine-2-carboxamide